potassium bis(trimethylsilyl)silylamide C[Si](C)(C)[SiH]([Si](C)(C)C)[NH-].[K+]